O=C1N(C2=C(N1CC(=O)NCC(F)(F)F)C=CC=C2)C2=CC=C(C=C2)C2=C1C(=CN=C2)NN=C1 2-[2-oxo-3-[4-(1H-pyrazolo[3,4-c]pyridin-4-yl)phenyl]benzimidazol-1-yl]-N-(2,2,2-trifluoroethyl)acetamide